2,3,5-triaminopyridine NC1=NC=C(C=C1N)N